5-chloro-2-({5-methyl-octahydropyrrolo[3,4-c]pyrrol-2-yl}methyl)-7,8-dihydro-6H-spiro[[1,3]oxazolo[5,4-f]quinazoline-9,1'-cyclohexan]-7-one ClC=1C=C2C(=C3C1NC(NC31CCCCC1)=O)OC(=N2)CN2CC1CN(CC1C2)C